O1CC(CC1)C1=C(CO)C=CC=C1 2-(Tetrahydrofuran-3-yl)benzyl alcohol